ClC1=C(C=CC(=C1)Cl)C1C(C2=C(OCC1)C=C(C=C2)C(=O)OC)=O Methyl 4-(2,4-dichlorophenyl)-5-oxo-2,3,4,5-tetrahydrobenzo[b]oxepine-8-carboxylate